NC=1C=C2/C(/C(NC2=CC1)=O)=C/C1=CC=C(C=C1)OC (3Z)-5-Amino-3-[(4-methoxyphenyl)methylidene]-1,3-dihydro-2H-indol-2-one